(2S,4R)-1-[2-(4-ethyl-3-oxo-3,4-dihydropyrazin-2-yl)acetyl]-4-fluoro-N-[(S)-[6-fluoro-5-(propan-2-yl)pyridin-2-yl](phenyl)methyl]pyrrolidine-2-carboxamide C(C)N1C(C(=NC=C1)CC(=O)N1[C@@H](C[C@H](C1)F)C(=O)N[C@@H](C1=CC=CC=C1)C1=NC(=C(C=C1)C(C)C)F)=O